CN1N=CC(=C1)NCC=1N=C2N(C=C(C=C2)C(F)(F)F)C1 1-methyl-N-((6-(trifluoromethyl)imidazolo[1,2-a]pyridin-2-yl)methyl)-1H-pyrazol-4-amine